1-fluoro-N-((6S,7S)-5-((R)-oxetane-2-carbonyl)-6-((2,2',5'-trifluoro-[1,1'-biphenyl]-3-yl)methyl)-5-azaspiro[2.4]heptan-7-yl)methanesulfonamide FCS(=O)(=O)N[C@@H]1[C@@H](N(CC12CC2)C(=O)[C@@H]2OCC2)CC=2C(=C(C=CC2)C2=C(C=CC(=C2)F)F)F